[4-(4-piperidyl)phenyl]methanol N1CCC(CC1)C1=CC=C(C=C1)CO